C(C)(C)(C)C1(N(CC(C2=CC=CC=C12)C=1C=NN(C1)C)C(=O)O)C tert-butyl-1-methyl-4-(1-methylpyrazol-4-yl)-3,4-dihydro-1H-isoquinoline-2-carboxylic acid